C1(CC1)C1=NN=C(O1)C(=O)N1[C@@H](C2=C(CC1)NC=N2)C2=NN1C(C(=CC=C1)OC(F)(F)F)=C2 (S)-(5-cyclopropyl-1,3,4-oxadiazol-2-yl)(4-(4-(trifluoromethoxy)pyrazolo[1,5-a]pyridin-2-yl)-6,7-dihydro-1H-imidazo[4,5-c]pyridin-5(4H)-yl)methanone